4-[4-[[3-[4-(difluoromethoxy)phenyl]imidazo[1,2-a]pyrazin-8-yl]amino]-2-methylbenzoyl]-N-[rac-(3R,4R)-4-hydroxypyrrolidin-3-yl]piperazine-1-carboxamide hydrochloride Cl.FC(OC1=CC=C(C=C1)C1=CN=C2N1C=CN=C2NC2=CC(=C(C(=O)N1CCN(CC1)C(=O)N[C@@H]1CNC[C@H]1O)C=C2)C)F |r|